3-((3-hydroxy-2-(4-methyl-4H-1,2,4-triazol-3-yl)pyridin-4-yl)amino)-4-((2,5,5-trimethyl-4,5,6,7-tetrahydrobenzo[d]thiazol-4-yl)amino)cyclobut-3-ene-1,2-dione OC=1C(=NC=CC1NC=1C(C(C1NC1C(CCC2=C1N=C(S2)C)(C)C)=O)=O)C2=NN=CN2C